N-(4-cyanobenzenesulfonyl)acetamide C(#N)C1=CC=C(C=C1)S(=O)(=O)NC(C)=O